(3-aminopiperidin-1-yl)ethan-1-one NC1CN(CCC1)C(C)=O